4-(4-methoxy-2-oxo-2,3-dihydro-1H-1,3-benzodiazol-1-yl)-N-(4-methoxy-3-methylphenyl)cyclohexane-1-carboxamide COC1=CC=CC=2N(C(NC21)=O)C2CCC(CC2)C(=O)NC2=CC(=C(C=C2)OC)C